N-(cis-3-Ethoxycyclobutyl)-5-(imidazo[1,2-a]pyrimidin-6-yl)-4-methoxypyrrolo[2,1-f][1,2,4]triazin-2-amine C(C)O[C@H]1C[C@H](C1)NC1=NN2C(C(=N1)OC)=C(C=C2)C=2C=NC=1N(C2)C=CN1